The molecule is a homodetic cyclic peptide consisting of (4R)-2-[(1S,2S)-1-amino-2-methylbutyl]-4,5-dihydro-1,3-thiazole-4-carboxylic acid attached head-to-tail to L-leucyl,D-glutamyl, L-lysyl, D-ornityl, L-isoleucyl, D-phenylalanyl, L-histidyl. D-aspartyl and L-asparaginyl residues coupled in sequence and cyclised by condensation of the side-chain amino group of the L-lysyl residue with the C-terminal carboxylic acid group. It is the major component of bacitracin. It has a role as an antibacterial agent and an antimicrobial agent. It is a homodetic cyclic peptide and a polypeptide. CC[C@H](C)[C@H]1C(=O)N[C@@H](C(=O)N[C@H](C(=O)N[C@@H](C(=O)N[C@H](C(=O)NCCCC[C@@H](C(=O)N[C@@H](C(=O)N1)CCCN)NC(=O)[C@H]([C@@H](C)CC)NC(=O)[C@@H](CCC(=O)O)NC(=O)[C@H](CC(C)C)NC(=O)[C@@H]2CSC(=N2)[C@H]([C@@H](C)CC)N)CC(=O)N)CC(=O)O)CC3=CN=CN3)CC4=CC=CC=C4